3-((5-iodo-3-phenylpyridin-2-yl)oxy)-N,N-dimethylpropane-1-amine IC=1C=C(C(=NC1)OCCCN(C)C)C1=CC=CC=C1